5-cyclopropyl-N-((3R,4R)-4-((4-(trifluoromethyl)benzyl)oxy)pyrrolidin-3-yl)pyrimidin-2-amine C1(CC1)C=1C=NC(=NC1)N[C@@H]1CNC[C@H]1OCC1=CC=C(C=C1)C(F)(F)F